FC(C=1C=NN(C1)CC1CC2(CN(C2)C(=O)OC(C)(C)C)C1)(F)F tert-butyl 6-[[4-(trifluoromethyl) pyrazol-1-yl] methyl]-2-azaspiro[3.3]heptane-2-carboxylate